1-(3''-(4-(tert-butyl)piperazin-1-yl)-3-chloro-5'-fluoro-2'-hydroxy-5-isobutoxy-[1,1':3',1''-terphenyl]-4-yl)-3-methyl-1H-imidazol-2(3H)-one C(C)(C)(C)N1CCN(CC1)C=1C=C(C=CC1)C=1C(=C(C=C(C1)F)C1=CC(=C(C(=C1)OCC(C)C)N1C(N(C=C1)C)=O)Cl)O